N-ethyl-perfluorooctanesulfinylaminoethanol C(C)N(S(=O)C(C(C(C(C(C(C(C(F)(F)F)(F)F)(F)F)(F)F)(F)F)(F)F)(F)F)(F)F)C(C(F)(F)F)(O)F